thiazole bromine salt [Br].S1C=NC=C1